3-methylpentane-1,5-diol diacrylate C(C=C)(=O)OCCC(CCOC(C=C)=O)C